5-(4-fluorophenyl)pyridine-3-sulfonamide FC1=CC=C(C=C1)C=1C=C(C=NC1)S(=O)(=O)N